COB1OC(C2=C1C=CC(=C2)NC2=NC=C(C(=C2)N[C@H](CO)C2=CC=CC=C2)C=2OC=NN2)C (2S)-2-((2-((1-methoxy-3-methyl-1,3-dihydrobenzo[c][1,2]oxaborol-5-yl)amino)-5-(1,3,4-oxadiazol-2-yl)pyridin-4-yl)amino)-2-phenylethan-1-ol